(S)-5-((dimethylamino)methyl)-N'-((1,2,3,5,6,7-hexahydro-s-indacen-4-yl)carbamoyl)pyridine-2-sulfonimidamide CN(C)CC=1C=CC(=NC1)[S@](=O)(N)=NC(NC1=C2CCCC2=CC=2CCCC12)=O